C(C1=CC=CC=C1)N1CC2(CC1)N(C1=NC(=CC=C1CC2)C)CC2=CC=C(C=C2)OC 1'-benzyl-1-[(4-methoxyphenyl)methyl]-7-methyl-3,4-dihydro-1H-spiro(1,8-naphthyridine-2,3'-pyrrolidine)